COC1=C(CN(S(=O)(=O)C=2C(=CC(=C(C2)CCC(=O)[C@H](CC(CCNC(OC(C)(C)C)=O)(C)C)[C@@H](C)NC(OC(C)(C)C)=O)F)F)C2=NC=NS2)C=CC(=C1)OC Di-tert-butyl ((5R,6R)-5-(3-(5-(N-(2,4-dimethoxybenzyl)-N-(1,2,4-thiadiazol-5-yl)sulfamoyl)-2,4-difluorophenyl)propanoyl)-3,3-dimethylheptane-1,6-diyl)dicarbamate